OC1=C(C=O)C(=CC=C1)OC[C@H]1N(CCOC1)C(=O)C=1C(=NC=CC1)C[C@@H](C)O 2-hydroxy-6-{[(3S)-4-{2-[(2R)-2-hydroxypropyl]pyridine-3-carbonyl}morpholin-3-yl]methoxy}benzaldehyde